[N+](=O)([O-])C1=NNC(=N1)[N+](=O)[O-] 3,5-dinitro-1,2,4-triazole